ClC=1N=CNC(C1C1(CC1)C(=O)NC(C(=O)O)CCN(CCCCC1=NC=2NCCCC2C=C1)CC(CF)OC)=O 2-[[1-(4-chloro-6-oxo-1H-pyrimidin-5-yl)cyclopropanecarbonyl]amino]-4-[[3-fluoro-2-methoxy-propyl]-[4-(5,6,7,8-tetrahydro-1,8-naphthyridin-2-yl)butyl]amino]butanoic acid